tert-Butyl (2R)-7-[(tert-butoxycarbonyl)(methyl)amino]-2-ethyl-2,3-dihydropyrido[2,3-f][1,4]oxazepine-4(5H)-carboxylate C(C)(C)(C)OC(=O)N(C=1C=CC2=C(CN(C[C@H](O2)CC)C(=O)OC(C)(C)C)N1)C